(1R,3R)-3-((S)-6-(Methoxycarbonyl)-7-methyl-2-((1-oxo-3,4-dihydroisochinolin-2(1H)-yl)methyl)-6,7,8,9-tetrahydro-3H-imidazo[4,5-f]chinolin-3-yl)cyclohexan COC(=O)N1[C@H](CCC2=C3C(=CC=C12)N(C(=N3)CN3C(C1=CC=CC=C1CC3)=O)C3CCCCC3)C